C(#N)C1=CC(=C(COC2=CC=CC(=N2)C2=CC=C(CC3=NC4=C(N3CC3=CN=CN3CC)C=C(C=C4)C(=O)OC)C=C2)C=C1)F methyl 2-(4-(6-((4-cyano-2-fluorobenzyl) oxy) pyridin-2-yl) benzyl)-1-((1-ethyl-1H-imidazol-5-yl) methyl)-1H-benzo[d]imidazole-6-carboxylate